C(C)(C)(C)OC(=O)NC(CC(C(=O)OC)(C1=CC=CC=C1)C1=CC=CC=C1)CC1=CC=CC=C1 Methyl 4-((tert-butoxycarbonyl) amino)-2,2,5-triphenylpentanoate